1-(3-((4-amino-5-(3-methoxy-4-((6-methylpyridin-2-yl)oxy)phenyl)-7H-pyrrolo[2,3-d]pyrimidin-7-yl)methyl)piperidin-1-yl)prop-2-en-1-one NC=1C2=C(N=CN1)N(C=C2C2=CC(=C(C=C2)OC2=NC(=CC=C2)C)OC)CC2CN(CCC2)C(C=C)=O